N[C@H](CN1C=C(C2=CC=C(C=C12)C=1C=NNC1F)C(=O)C1COC2=CC=C(C=C2C1)Cl)C [1-[(2S)-2-Aminopropyl]-6-(5-fluoro-1H-pyrazol-4-yl)indol-3-yl]-(6-chlorochroman-3-yl)methanone